BrC1=NN(C(=C1)C1=NC2=C(C(O1)=O)C=C(C=C2Cl)C#N)C2=NC=CC=C2Cl 2-[3-bromo-1-(3-chloro-2-pyridinyl)-1H-pyrazol-5-yl]-6-cyano-8-chloro-4H-3,1-benzoxazin-4-one